tert-butyl N-(5-bromo-6-fluoro-4-iodo-2-pyridyl)-N-tert-butoxycarbonyl-carbamate BrC=1C(=CC(=NC1F)N(C(OC(C)(C)C)=O)C(=O)OC(C)(C)C)I